C12C3CNCC3C(CC1)C2 4-azatricyclo[5.2.1.02,6]decane